C(C)(C)(C)OC(=O)N1CC2(C1)CN(C2)C2=CC(=CC=C2)N(C)C(=O)OCC2=CC=CC=C2.C(C)[C@@H]2N=C(OC2)C2=C(N)C=CC=C2 (S)-2-(4-ethyl-4,5-dihydrooxazol-2-yl)aniline tert-butyl-6-[3-[benzyloxycarbonyl(methyl)amino]phenyl]-2,6-diazaspiro[3.3]heptane-2-carboxylate